[Sr].[Ca].[Pb] lead-calcium-strontium